CNCCCN(CCCNC)C N,N-bis[3-(methylamino)-propyl]methylamine